[N+](=O)([O-])C1=C(C=CC(=C1)[N+](=O)[O-])S 2,4-dinitrothiophenol